tert-Butyl 4-[[(2,2,2-Trifluoroacetyl)amino]methyl]-2-azabicyclo[2.1.1]hexane-2-carboxylate FC(C(=O)NCC12CN(C(C1)C2)C(=O)OC(C)(C)C)(F)F